bis-(4-aminophenyl)methane tert-butyl-5-((4-methoxybenzyl)thio)-1H-pyrazolo[4,3-b]pyridine-1-carboxylate C(C)(C)(C)OC(=O)N1N=CC2=NC(=CC=C21)SCC2=CC=C(C=C2)OC.NC2=CC=C(C=C2)CC2=CC=C(C=C2)N